[N].[Ga].[In].[Al] aluminum-indium gallium nitrogen